(2'R,4R,4'R)-3-methyl-2'-phenyl-1-(p-tolyl)-1'-tolyl-4'-vinyl-1',4'-dihydro-2'H-spiro[pyrazole-4,3'-quinolin]-5(1H)-one CC1=NN(C([C@]12[C@H](N(C1=CC=CC=C1[C@H]2C=C)C2=C(C=CC=C2)C)C2=CC=CC=C2)=O)C2=CC=C(C=C2)C